10-[2-(9-anthracenyl)ethyl]phenoxazine tert-butyl-(3R,4S)-4-(4-chloroanilino)-3-methyl-piperidine-1-carboxylate C(C)(C)(C)OC(=O)N1C[C@H]([C@H](CC1)NC1=CC=C(C=C1)Cl)C.C1=CC=CC2=CC3=CC=CC=C3C(=C12)CCN1C2=CC=CC=C2OC=2C=CC=CC12